imidazo[1,2-b]pyrimido[4,5-d]pyridazin N1=CN=CC2=C1C=1N(N=C2)C=CN1